BrC1=NN(N=C1)CCN1CCOCC1 4-(2-(4-bromo-2H-1,2,3-triazol-2-yl)ethyl)morpholine